1-[3-(1-hydroxyethyl)-6-[5-[2-(2-oxopyrrolidin-1-yl)oxazol-5-yl]benzimidazol-1-yl]-2-pyridinyl]-5-methyl-pyrazole-3-carbonitrile OC(C)C=1C(=NC(=CC1)N1C=NC2=C1C=CC(=C2)C2=CN=C(O2)N2C(CCC2)=O)N2N=C(C=C2C)C#N